[C@]12(CNC[C@H]2C1)CN(C)C 1-((1S,5S)-3-Azabicyclo[3.1.0]hexan-1-yl)-N,N-dimethylmethanamine